6-FLUORO-3-FORMYLCHROMONE FC=1C=C2C(C(=COC2=CC1)C=O)=O